3-((tert-butyldimethylsilyl)oxy)-2,2-dimethylpropionaldehyde [Si](C)(C)(C(C)(C)C)OCC(C=O)(C)C